ClC=1C=C(C=C(C1)SCC)NC(=O)C=1SC(=C(C1)C1=NC=C(C=N1)OC(C)C)C N-(3-chloro-5-(ethylsulfanyl)phenyl)-4-(5-isopropoxypyrimidin-2-yl)-5-methylthiophene-2-carboxamide